(S)-8-((3-Hydroxy-2-methoxypropyl)thio)-6-(trifluoromethyl)-7-(3-(trifluoromethyl)isothiazol-5-yl)quinazoline-2,4(1H,3H)-dione OC[C@@H](CSC=1C(=C(C=C2C(NC(NC12)=O)=O)C(F)(F)F)C1=CC(=NS1)C(F)(F)F)OC